(5S)-2-[(1RS)-1-(4-Methylphenyl)ethyl]-3-oxo-2,3,5,6,7,8-hexahydro[1,2,4]triazolo[4,3-a]pyridin CC1=CC=C(C=C1)[C@@H](C)N1N=C2N(CCCC2)C1=O |r|